C(C1=CC=CC=C1)SC=1C=C(NCC2C(NC(CC2)=O)=O)C=CC1 3-[(3-benzylsulfanylanilino)methyl]piperidine-2,6-dione